BrC=1C(=NN(C1)C)C(=O)N1CCN(CC1)CC(=O)C1=CC=C(C=C1)C(F)(F)F 2-[4-(4-Bromo-1-methyl-1H-pyrazole-3-carbonyl)-piperazin-1-yl]-1-(4-trifluoromethyl-phenyl)-ethanone